[Cl-].[Cl-].C1(=CC=CC2=CC=CC=C12)C(=[Zr+2](C1=CC(=CC=2C3=CC(=CC=C3CC12)C(C)(C)C)C(C)(C)C)C1C=CC=C1)C1=CC=C(C=C1)Cl naphthyl(p-chlorophenyl)methylene(cyclopentadienyl)(3,6-di-tert-butylfluorenyl)zirconium dichloride